OC=1C=C(C=CC1O)C(=O)C=O 3,4-DIHYDROXYPHENYL-GLYOXAL